CC=1C(=CC2=C(N=C3C(NC(N=C3N2C[C@@H]([C@@H]([C@@H](CO)O)O)O)=O)=O)C1)C 7,8-Dimethyl-10-[(2S,3S,4R)-2,3,4,5-tetrahydroxypentyl]benzo[g]pteridine-2,4-dione